CC=1C(=C(C=C(C1)C(F)(F)F)O)C=1C=CC=2C(N1)=NN(C2)[C@H]2CCC=1N(C2)C(=NN1)C |o1:21| (S or R)-3-methyl-2-(2-(3-methyl-5,6,7,8-tetrahydro-[1,2,4]triazolo[4,3-a]pyridin-6-yl)-2H-pyrazolo[3,4-b]pyridin-6-yl)-5-(trifluoromethyl)phenol